7-((6-((dimethyl-amino)methyl)-5-(1-methoxycyclopropyl)pyridin-2-yl)amino)-4-(7-fluoro-imidazo[1,2-a]pyridin-3-yl)isoindolin-1-one CN(C)CC1=C(C=CC(=N1)NC=1C=CC(=C2CNC(C12)=O)C1=CN=C2N1C=CC(=C2)F)C2(CC2)OC